C1(CC1)COC1=CN2C(=C(C=C2C=C1)C)C(=O)NC(CO)(CO)C 6-(cyclopropylmethoxy)-N-(1,3-dihydroxy-2-methylpropan-2-yl)-2-methylindolizine-3-carboxamide